methyl 6-((1-(1-(tert-butyl)-3-(4-chloro-3-fluorophenyl)-1H-pyrrolo[2,3-b]pyridine-6-carbonyl)piperidin-4-yl)(methyl)amino)-2,4-dimethylnicotinate C(C)(C)(C)N1C=C(C=2C1=NC(=CC2)C(=O)N2CCC(CC2)N(C2=NC(=C(C(=O)OC)C(=C2)C)C)C)C2=CC(=C(C=C2)Cl)F